6-(3,8-diazabicyclo[3.2.1]octan-3-yl)-2-(2,6-dioxopiperidin-3-yl)-4-fluoroisoindoline-1,3-dione C12CN(CC(CC1)N2)C2=CC(=C1C(N(C(C1=C2)=O)C2C(NC(CC2)=O)=O)=O)F